C1(CC1)N1C=C2C(=NN(C(C2=CC1=O)=O)C)N[C@H](C)C1=C(C(=CC=C1)C(F)(F)F)C (R)-6-cyclopropyl-2-methyl-4-((1-(2-methyl-3-(trifluoromethyl)phenyl)ethyl)amino)-2,6-dihydropyrido[3,4-d]pyridazine-1,7-dione